ClC1=C(C(=C(C=C1)OP(O)(O)=O)Cl)Cl trichlorophenylphosphoric acid